3-[6-Amino-8-(5-iodo-2,3-dihydro-benzofuran-6-ylsulfanyl)-purin-9-yl]-propane-1-sulfonic acid isobutyl-amide C(C(C)C)NS(=O)(=O)CCCN1C2=NC=NC(=C2N=C1SC1=CC2=C(CCO2)C=C1I)N